C(#N)C1=CN=C(N1)C(=O)NC1=C(C=C(C=C1)C1=CC2(C=CC(C1)(O2)CC)CC)C2=CCC(CC2)(C)C 5-Cyano-N-[4-[1,5-diethyl-8-oxabicyclo[3.2.1]octa-2,6-dien-3-yl]-2-(4,4-dimethylcyclohexen-1-yl)phenyl]-1H-imidazole-2-carboxamide